4-[4-(1-acetamido-ethyl)phenylamino]-7-methoxy-6-(3-(dibutylamino)propoxy)quinazoline C(C)(=O)NC(C)C1=CC=C(C=C1)NC1=NC=NC2=CC(=C(C=C12)OCCCN(CCCC)CCCC)OC